C(C1=CC=CC=C1)OC(=O)N1CCCC2=CC(=CC(=C12)[N+](=O)[O-])C=1SC(=NN1)C 6-(5-methyl-1,3,4-thiadiazol-2-yl)-8-nitro-3,4-dihydroquinoline-1(2H)-carboxylic acid benzyl ester